C[C@@]12CCC[C@@H](C2CC[C@@H]1[C@@H](CCC#N)C)O[Si](CC)(CC)CC (4R)-4-((1R,4S,7aR)-7a-methyl-4-((triethylsilyl)oxy)octahydro-1H-inden-1-yl)valeronitrile